C(C(=O)O)(=O)O.N[C@@H]1[C@@H](C[C@H](CC1)C(=O)N(C)C)NC(OC(C)(C)C)=O tert-butyl ((1R,2S,5S)-2-amino-5-(dimethylaminocarbonyl)cyclohexyl)carbamate oxalate